COC1(CC=C(C=C1)C1=CC=CC=C1)OC 4,4-dimethoxybiphenyl